FC=1C=C2C(=CNC2=CC1)CCC(=O)O 3-(5-fluoro-1H-indol-3-yl)propanoic acid